N-((3S,4S)-6-acetyl-3-hydroxy-2,2-dimethylpyran-4-yl)-3-chloro-4-fluorobenzamide C(C)(=O)C1=CC(=C(C(O1)(C)C)O)NC(C1=CC(=C(C=C1)F)Cl)=O